phenyl 4-[4-(4-{(1E)-N-[(S)-tert-butylsulfinyl]ethanimidoyl}phenyl)tetrahydro-2H-pyran-4-yl]piperazine-1-carboxylate C(C)(C)(C)[S@](=O)/N=C(\C)/C1=CC=C(C=C1)C1(CCOCC1)N1CCN(CC1)C(=O)OC1=CC=CC=C1